ClC=1C(=NC(=NC1)NC[C@H](COC)C)NC1=CC=2C3=C(C(N(C2C=C1)C)=O)OCC([C@@H](N3)C3CC3)(F)F (S)-10-((5-chloro-2-(((R)-3-methoxy-2-methylpropyl)amino)pyrimidin-4-yl)amino)-2-cyclopropyl-3,3-difluoro-7-methyl-1,2,3,4-tetrahydro-[1,4]oxazepino[2,3-c]quinolin-6(7H)-one